CC=1C=NC=C(C(=O)NC2=CC(=CC=C2)[C@H](C)NC=2C=C3C(=NC2)C=CS3)C1 (S)-5-methyl-N-(3-(1-(thieno[3,2-b]pyridin-6-ylamino)ethyl)phenyl)nicotinamide